1'-(3-Bromophenyl)-3'-methyl-2-(3-methylbut-2-enoyl)-2H-spiro[phthalazine-1,4'-pyrazol]-5'(1'H)-one BrC=1C=C(C=CC1)N1N=C(C2(C1=O)N(N=CC1=CC=CC=C12)C(C=C(C)C)=O)C